2-methoxy-3-(p-tolylthio)pyridine COC1=NC=CC=C1SC1=CC=C(C=C1)C